tert-butyl 8-amino-7-cyano-spiro[9-thiatricyclo[4.3.0.02,4]nona-1(6),7-diene-5,3'-azetidine]-1'-carboxylate NC1=C(C2=C(C3CC3C23CN(C3)C(=O)OC(C)(C)C)S1)C#N